7-[5-(7-Methyl-2,7-diazaspiro[3.5]nonan-2-yl)[1,3]thiazolo[5,4-d][1,3]thiazol-2-yl]-4-(1H-pyrazol-4-yl)-1H-pyrrolo[2,3-c]pyridin CN1CCC2(CN(C2)C=2SC3=C(N2)SC(=N3)C=3N=CC(=C2C3NC=C2)C=2C=NNC2)CC1